[C@@H]12CNC[C@H]2C1NC=1C(=CN(C(C1)=O)C1(CC1)C(F)F)C(=O)N[C@H](C)C1=C(C(=CC=C1)C(F)F)F 4-(((1R,5S,6s)-3-azabicyclo[3.1.0]hexan-6-yl)amino)-N-((R)-1-(3-(difluoromethyl)-2-fluorophenyl)ethyl)-1-(1-(difluoromethyl)cyclopropyl)-6-oxo-1,6-dihydropyridine-3-carboxamide